rac-1-(tert-butyl)-3-((3aR,4S,6aS)-2,2-dimethyltetrahydro-4H-cyclopenta[d][1,3]dioxol-4-yl)-1H-pyrazol-5-amine C(C)(C)(C)N1N=C(C=C1N)[C@@H]1CC[C@@H]2OC(O[C@@H]21)(C)C |r|